F[B-](F)(F)F.ClC1=CCC(C=C1)=[N+]=[N-] 4-chlorodiazobenzene tetrafluoroborate